(S)-2-(1-((5,5-dimethyl-1,3-dioxan-2-yl)methyl)cyclopent-3-en-1-yl)-2-((4S,5R)-2-oxo-4,5-diphenyloxazolidin-3-yl)acetic acid CC1(COC(OC1)CC1(CC=CC1)[C@@H](C(=O)O)N1C(O[C@@H]([C@@H]1C1=CC=CC=C1)C1=CC=CC=C1)=O)C